(R)-benzyl 2-(((benzyloxy)carbonyl)amino)-3-(3-(5-(tert-butyl)isoxazol-4-yl)-5-fluorobenzamido)propanoate C(C1=CC=CC=C1)OC(=O)N[C@@H](C(=O)OCC1=CC=CC=C1)CNC(C1=CC(=CC(=C1)F)C=1C=NOC1C(C)(C)C)=O